ClC1=C(N(N=C1C(F)(F)F)C1=CC(=CC=C1)C(N(C)C1=CC2=C(OC(O2)(F)F)C=C1)=O)COC1=CC=CC=N1 6-[[4-Chloro-2-[3-[(2,2-difluoro-1,3-benzodioxol-5-yl)-methylcarbamoyl]phenyl]-5-(trifluoromethyl)pyrazol-3-yl]methoxy]pyridin